ethyl 1-[7-(3-chloro-1-cyclopentyl-1H-indazol-5-ylmethoxy)-5-fluoro-2H-chromen-3-ylmethyl]-piperidine-4-carboxylate ClC1=NN(C2=CC=C(C=C12)COC1=CC(=C2C=C(COC2=C1)CN1CCC(CC1)C(=O)OCC)F)C1CCCC1